2-(2,2-dimethyl-propanoyl)cyclohexanone CC(C(=O)C1C(CCCC1)=O)(C)C